ClC=1C=C2NC(C=3N(C2=C(C1C1=C2C=CN(C2=CC=C1)C)C)C(=NN3)C)(C)C 7-Chloro-1,4,4,9-tetramethyl-8-(1-methyl-1H-indol-4-yl)-5H-[1,2,4]triazolo[4,3-a]quinoxaline